C(C)(C)(C)OC(=O)N1CC(C(CC1)(F)F)C(=O)O 1-tert-butoxycarbonyl-4,4-difluoropiperidine-3-carboxylic acid